CN(C(CN1CCNCC1)=O)CC#C N-methyl-2-(piperazin-1-yl)-N-(prop-2-yn-1-yl)acetamide